Cl.N1CC(CC1)CC(=O)OC methyl 3-pyrrolidineacetate hydrochloride